3-cyclopropylazetidine hydrochloride Cl.C1(CC1)C1CNC1